BENZIMIDAZOLE-HYDRATE O.N1=CNC2=C1C=CC=C2